BrC1=C(N(C2=CC(=C(C=C2C1=C=O)F)CO)[C@H]1CN(CC1)C(=O)OC(C)(C)C)CBr (R)-tert-butyl 3-(3-bromo-2-(bromomethyl)-6-fluoro-7-(hydroxymethyl)-4-carbonylquinolin-1(4H)-yl)pyrrolidine-1-carboxylate